bromopropanedial BrC(C=O)C=O